CN1CCN(CC1)C1=CC=C2C=C(C=NC2=C1)C#N 7-(4-methyl-piperazinyl)quinoline-3-carbonitrile